C1(CCCCC1)C1=C(C=C(OCC2=CC(=C(CN3CC(C3)C(=O)O)C=C2)C)C=C1)C(F)(F)F 1-(4-((4-cyclohexyl-3-(trifluoromethyl)phenoxy)methyl)-2-methylbenzyl)azetidine-3-carboxylic acid